(E)-2-cyano-3-(1H-pyrrolo[2,3-b]pyridin-3-yl)acrylic acid C(#N)/C(/C(=O)O)=C\C1=CNC2=NC=CC=C21